4-[(4-methyl-2-pentyl)amino]diphenylamine CC(C)CC(C)NC1=CC=C(C=C1)NC2=CC=CC=C2